2-(6-(((1R,2S,4R,5S,7r)-9-azatricyclo[3.3.1.02,4]nonan-7-yl)oxy)pyridazin-3-yl)-5-(4-methoxy-1,3,5-triazin-2-yl)phenol [C@H]12[C@H]3C[C@H]3[C@H](CC(C1)OC1=CC=C(N=N1)C1=C(C=C(C=C1)C1=NC=NC(=N1)OC)O)N2